2-allyl-8-nitro-1,2,3,4-tetrahydroquinoxaline-6-carboxylic acid methyl ester COC(=O)C=1C=C2NCC(NC2=C(C1)[N+](=O)[O-])CC=C